2-(2-fluoro-4-(2-fluoro-4-hydroxy-3-isopropylbenzyl)-3,5-dimethylphenoxy)-N-methylacetamide FC1=C(OCC(=O)NC)C=C(C(=C1C)CC1=C(C(=C(C=C1)O)C(C)C)F)C